N[C@H](C(=O)OCC1=CC=CC=C1)CCCCN(C(COCC(=O)O)=O)C(=O)OC(C)(C)C (S)-Benzyl 2-amino-N-[(carboxymethoxy)acetyl]-6-((tert-butoxycarbonyl)amino)hexanoate